N1(CCC1)C(=O)N1[C@H]([C@H](CC1)NC(=O)[C@H]1OCCC1)COC1CCN(CC1)C1=NC=C(C=N1)F (2S)-N-[cis-1-(azetidine-1-carbonyl)-2-({[1-(5-fluoropyrimidin-2-yl)piperidin-4-yl]oxy}methyl)pyrrolidin-3-yl]oxolane-2-carboxamide